C(=O)(OC(C)(C)C)NC1=CC(=C(C=C1)O)O Boc-3,4-dihydroxyaniline